ammonium, ammonium salt [NH4+].[NH4+]